tert-butyl (S)-(1-((4-(benzylthio)-3-methoxyphenyl)amino)-1-oxo-3-(tetrahydro-2H-pyran-4-yl)propan-2-yl)carbamate C(C1=CC=CC=C1)SC1=C(C=C(C=C1)NC([C@H](CC1CCOCC1)NC(OC(C)(C)C)=O)=O)OC